C(C)OC1=C(C(=CC=C1)OCC)P(Cl)C1=C(C=CC=C1OCC)OCC bis(2,6-diethoxyphenyl)chlorophosphine